NC1(C(C=C(C=C1)C1=CC=CC=C1)(S(=O)(=O)O)S(=O)(=O)O)N 4,4-diamino-3,3-biphenyl-disulfonic acid